N1N=CC2=CC(=CC=C12)C#CC1=NC(=NC=C1)C1=NC(=NC=C1)NC1CCC(CC1)O (1r,4r)-4-((4-((1H-indazol-5-yl)ethynyl)-[2,4'-bipyrimidin]-2'-yl)amino)cyclohexanol